C(C)(C)C=1N=C(C2=C(N1)C=NN2C)NCC2=CC=C(C=C2)B(O)O 4-[([5-isopropyl-1-methylpyrazolo[4,3-d]pyrimidin-7-yl]-amino)methyl]phenylboronic acid